4-(4-Cyclobutyl-2,6-dimethoxyphenyl)-1-ethyl-5-methylindolin-2-one C1(CCC1)C1=CC(=C(C(=C1)OC)C1=C2CC(N(C2=CC=C1C)CC)=O)OC